2',3',5',6'-Tetrahydro-3H-spiro[isobenzofuran-1,4'-pyran]-6-amine O1CCC2(CC1)OCC1=CC=C(C=C12)N